1-((3R,4R)-3-((1-((S)-sec-butyl)-6-((5-methylthiazol-2-yl)amino)-1H-pyrrolo[3,2-c]pyridin-4-yl)oxy)-4-fluoropyrrolidin-1-yl)prop-2-en-1-one [C@H](C)(CC)N1C=CC=2C(=NC(=CC21)NC=2SC(=CN2)C)O[C@@H]2CN(C[C@H]2F)C(C=C)=O